[N+](=O)([O-])C=CC1=CC=C(C=C1)C=1N=C2N(C=C(C=C2C2=CC=CC=C2)C2=CC=CC=C2)C1 2-(4-(2-nitrovinyl)phenyl)-6,8-diphenylimidazo[1,2-a]pyridine